(R)-4-AMINOiNDAN NC1=C2CCCC2=CC=C1